[Si](C)(C)(C(C)(C)C)OC=1C=C(C=CC1O[Si](C)(C)C(C)(C)C)CN (3,4-bis((tert-butyldimethylsilyl)oxy)phenyl)methylamine